3-(3-((tert-butyldimethylsilyl)oxy)-2-fluoropropoxy)-5-ethyl-2',5'-dimethyl-4-nitro-2'H-1,3'-bipyrazole [Si](C)(C)(C(C)(C)C)OCC(COC1=NN(C(=C1[N+](=O)[O-])CC)C=1N(N=C(C1)C)C)F